C(C)(C)N(C1=NC(=NC(=N1)S)S)C(C)C 6-(diisopropylamino)-1,3,5-triazine-2,4-dithiol